ClC1=NC=CC(=N1)C=1C=NC=CC1OC1=C(C=C(N)C=C1)F 4-[3-(2-chloropyrimidin-4-yl)pyrid-4-yloxy]-3-fluoro-aniline